1,9-dimethyltridecyl-magnesium chloride CC(CCCCCCCC(CCCC)C)[Mg]Cl